bromo-1-chloroisoquinoline-3-carboxylic acid methyl ester COC(=O)C=1N=C(C2=CC=CC=C2C1Br)Cl